ClC1=CC2=C([C@]3(OC([C@]2(O)[2H])([2H])[2H])C[C@@H](N[C@@H](C3)C=3N=NN(C3)C)C)S1 (2S,4S,4'S,6S)-2'-chloro-4',5',5'-trideuterio-2-methyl-6-(1-methyltriazol-4-yl)spiro[piperidine-4,7'-thieno[2,3-c]pyran]-4'-ol